N-(1-((4-(trifluoromethyl)benzyl)amino)-2,3-dihydro-1H-inden-5-yl)-acrylamide FC(C1=CC=C(CNC2CCC3=CC(=CC=C23)NC(C=C)=O)C=C1)(F)F